S1(CNCCC1)(=O)=O 1,3-thiazinane 1,1-dioxide